OC1=CC=C(C=C1)C1=CC(OC2=CC(=CC=C12)OC)=O 4-(4-Hydroxyphenyl)-7-methoxycoumarin